[6-(4-Chloroanilino)-2-methylsulfonyl-5-nitro-pyrimidin-4-yl]-4-ethoxy-piperidine-4-carboxamide ClC1=CC=C(NC2=C(C(=NC(=N2)S(=O)(=O)C)N2CCC(CC2)(C(=O)N)OCC)[N+](=O)[O-])C=C1